ClC=1C=C(C=C(C1OC=1C=C2C3(C(NC2=CC1)=O)CC3)Cl)N3N=C(C(NC3=O)=O)C#N 2-(3,5-dichloro-4-((2'-oxospiro[cyclopropane-1,3'-indoline]-5'-yl)oxy)phenyl)-3,5-dioxo-2,3,4,5-tetrahydro-1,2,4-triazine-6-carbonitrile